N-(5-((5-cyano-4-(1-cyclopropyl-1H-indol-3-yl)pyrimidine-2-yl)amino)-2-((2-(dimethylamino)ethyl)(methyl)amino)-4-methoxyphenyl)acrylamide hydrochloride salt Cl.C(#N)C=1C(=NC(=NC1)NC=1C(=CC(=C(C1)NC(C=C)=O)N(C)CCN(C)C)OC)C1=CN(C2=CC=CC=C12)C1CC1